ClC1=C(C=O)C(=CC=C1Cl)OCOCC[Si](C)(C)C 2,3-dichloro-6-[[2-(trimethylsilyl)ethoxy]methoxy]benzaldehyde